N-(4-(4-amino-2-ethyl-1H-imidazo[4,5-c]quinolin-1-yl)butyl)-4-(dimethylamino)-3-fluorobenzamide NC1=NC=2C=CC=CC2C2=C1N=C(N2CCCCNC(C2=CC(=C(C=C2)N(C)C)F)=O)CC